(2-{2-bromo-4-fluoro-5-[3-methyl-2,6-dioxo-4-(trifluoromethyl)-3,6-dihydropyrimidin-1(2H)-yl]phenoxy}phenoxy)acetic acid BrC1=C(OC2=C(OCC(=O)O)C=CC=C2)C=C(C(=C1)F)N1C(N(C(=CC1=O)C(F)(F)F)C)=O